1-methyl-7-(2-methyl-4-nitrophenyl)-1,7-diazaspiro[3.5]nonane CN1CCC12CCN(CC2)C2=C(C=C(C=C2)[N+](=O)[O-])C